hydroxyethylglucamine OCCNC[C@H](O)[C@@H](O)[C@H](O)[C@H](O)CO